methyl 2-{4-[(2-{2-[2-(2-azidoethoxy)ethoxy]ethoxy}ethyl)sulfanyl]benzoyl}-4-(4-fluorophenyl)butanoate N(=[N+]=[N-])CCOCCOCCOCCSC1=CC=C(C(=O)C(C(=O)OC)CCC2=CC=C(C=C2)F)C=C1